magnesium-thorium [Th].[Mg]